butyric acid ((2S,3R,4R)-4-(3,4-dimethoxybenzyl)-2-(3,4,5-trimethoxyphenyl)-tetrahydrofuran-3-yl)methyl ester COC=1C=C(C[C@@H]2[C@@H]([C@H](OC2)C2=CC(=C(C(=C2)OC)OC)OC)COC(CCC)=O)C=CC1OC